6-chloro-3-(((R)-1-(2-cyano-7-methyl-3-((S)-tetrahydrofuran-3-yl)quinoxalin-5-yl)ethyl)amino)picolinic acid ClC1=CC=C(C(=N1)C(=O)O)N[C@H](C)C1=C2N=C(C(=NC2=CC(=C1)C)C#N)[C@H]1COCC1